S-methyl O-((5-(methylsulfonyl) pyridin-2-yl) methyl) dithiocarbonate C(SC)(OCC1=NC=C(C=C1)S(=O)(=O)C)=S